BrC=1C=C2/C(/CC3(CCN(CC3)C(=O)OC(C)(C)C)C2=CC1)=N/OS(=O)(=O)C tert-butyl (E)-5-bromo-3-(((methylsulfonyl)oxy)imino)-2,3-dihydrospiro[indene-1,4'-piperidine]-1'-carboxylate